6-{2-[2-fluoro-4-(trifluoromethyl)phenyl]ethyl}-4-hydroxy-2,3-dihydropyridazin-3-one FC1=C(C=CC(=C1)C(F)(F)F)CCC=1C=C(C(NN1)=O)O